6-(4-ethoxyphenyl)-N-(2-(2-fluoro-5-(1-hydroxyethyl)pyridin-3-yl)ethyl)pyrazine-2-carboxamide C(C)OC1=CC=C(C=C1)C1=CN=CC(=N1)C(=O)NCCC=1C(=NC=C(C1)C(C)O)F